C(CCCCCCCCCCC)S(=O)(=O)[O-] dodecanesulphonate